benzyl 3-(azetidin-3-yloxy)piperidine-1-carboxylate N1CC(C1)OC1CN(CCC1)C(=O)OCC1=CC=CC=C1